C(C)(C)(C)C(=O)N1[C@H](CCC1)C(=O)O N-(tert-butylcarbonyl)-D-proline